N1=NC(=CC=C1)CN1C2CC2NCC1 2-(pyridazin-3-ylmethyl)-2,5-diazabicyclo[4.1.0]heptane